ClCC(=O)C1=C(N(C2=CC(=CC=C12)CC1COC1)C1=CC=C(C=C1)Cl)C 2-chloro-1-(1-(4-chlorophenyl)-2-methyl-6-(oxetan-3-ylmethyl)-1H-indol-3-yl)ethan-1-one